C(N)(=O)C1=CC(=C(C=N1)N(C(OC(C)(C)C)=O)CC#CC1=C(C2=C(S1)C(=CC=C2)NC2C(CN(CC2)C)F)CC(F)(F)F)OC tert-butyl (6-carbamoyl-4-methoxypyridin-3-yl)(3-(3-(2,2,2-trifluoroethyl)-7-(((Z)-3-fluoro-1-methylpiperidin-4-yl)amino)benzo[b]thiophen-2-yl)prop-2-yn-1-yl)carbamate